NC1=CC=C(C(=O)OCC(O)CO)C=C1 monoglyceryl para-aminobenzoate